bisphenol A di-sodium salt [Na].[Na].OC1=CC=C(C=C1)C(C)(C)C1=CC=C(C=C1)O